1-(4-bromobutyl)-2-oxo-1,2-dihydropyridine-4-carboxylic acid methyl ester COC(=O)C1=CC(N(C=C1)CCCCBr)=O